4-((4-(4-chloropyridazin-3-yl)phenyl)amino)-1-(2,6-dichlorophenyl)-1H-pyrazole-3-carboxamide ClC1=C(N=NC=C1)C1=CC=C(C=C1)NC=1C(=NN(C1)C1=C(C=CC=C1Cl)Cl)C(=O)N